3-(2,2-difluoroethoxy)-5-(4,4,5,5-tetramethyl-1,3,2-dioxaborolan-2-yl)pyridine FC(COC=1C=NC=C(C1)B1OC(C(O1)(C)C)(C)C)F